tert-butyl N-[2-methoxy-3-(4,4,5,5-tetramethyl-1,3,2-dioxaborolan-2-yl)phenyl]carbamate COC1=C(C=CC=C1B1OC(C(O1)(C)C)(C)C)NC(OC(C)(C)C)=O